5-((4-Hydroxy-piperidin-4-yl)methyl)-1-(3-nitrophenyl)-1H-pyrazolo[3,4-d]pyrimidin-4(5H)-one OC1(CCNCC1)CN1C=NC2=C(C1=O)C=NN2C2=CC(=CC=C2)[N+](=O)[O-]